(9S)-9-(2'-chlorobiphenyl-4-yl)-3,4,6,7,8,9-hexahydropyrido[2,1-c][1,2,4]thiadiazine 2,2-dioxide ClC1=C(C=CC=C1)C1=CC=C(C=C1)[C@@H]1CCCN2C1=NS(CC2)(=O)=O